mono(acryloyloxypropyl) succinate C(CCC(=O)[O-])(=O)OCCCOC(C=C)=O